ClC1=C(C=CC=C1Cl)C=1C(N(C(N(C1)CC(N1CCC(CC1)N1C(NC2=C(CC1)C=CC=C2)=O)=O)=O)C)=O 5-(2,3-dichloro-phenyl)-3-methyl-1-{2-oxo-2-[4-(2-oxo-1,2,4,5-tetrahydro-benzo[d][1,3]diazepin-3-yl)-piperidin-1-yl]-ethyl}-1H-pyrimidine-2,4-dione